C(C1=CC=CC=C1)C(CCCNC(=O)C1=CC=C2C(=CC=NC2=C1)Cl)C(=O)N1CCC(CC1)(O)CN1C=NC=2C(C1=O)=NN(C2C2=CC(=CC=C2)C#N)C N-(4-benzyl-5-(4-((3-(3-cyanophenyl)-2-methyl-7-oxo-2,7-dihydro-6H-pyrazolo[4,3-d]pyrimidin-6-yl)methyl)-4-hydroxypiperidin-1-yl)-5-oxopentyl)-4-chloroquinoline-7-carboxamide